(2S)-2-amino-N-(5-(1-(5,5-difluoro-2-oxopiperidin-1-yl)-2-((2S,5S)-2,5-dimethylmorpholino)ethyl)thiazol-2-yl)-2-((1r,4S)-4-methylcyclohexyl)acetamide N[C@H](C(=O)NC=1SC(=CN1)C(CN1C[C@@H](OC[C@@H]1C)C)N1C(CCC(C1)(F)F)=O)C1CCC(CC1)C